FC=1C=C(C=C(C1OCCCCCCCCCCCCCCCC)F)S(=O)(=O)C=1C=NC2=CC=C(C=C2C1N1CCC(CC1)N1CCC(CC1)N1CCN(CC1)C(C)C)S(=O)C 3-((3,5-difluoro-4-(hexadecyloxy)phenyl)sulfonyl)-4-(4-(4-isopropylpiperazin-1-yl)-[1,4'-bipiperidin]-1'-yl)-6-(methylsulfinyl)quinoline